NC=1C=NC2=CC=C(C=C2N1)CN(C(=O)C=1C=NC=C(C1)C(F)(F)F)C1=C(C=CC=C1)S(=O)(=O)C N-[(3-aminoquinoxalin-6-yl)methyl]-N-(2-methanesulfonylphenyl)-5-(trifluoromethyl)pyridine-3-carboxamide